C(CC)[Co]CC=C tricarbanyl-allyl-cobalt